ClC1=NC=C(C(=C1)N1C(C=C(C=C1C)O)=O)CC 2'-chloro-5'-ethyl-4-hydroxy-6-methyl-2H-[1,4'-bipyridine]-2-one